tert-butyl 4-(1H-benzimidazol-2-yl)-piperidine-1-carboxylate N1C(=NC2=C1C=CC=C2)C2CCN(CC2)C(=O)OC(C)(C)C